11-aminoundecanoic acid, monoazide NCCCCCCCCCCC(=O)N=[N+]=[N-]